2-methoxy-1-(5-(2-methoxy-1-nitroethyl)-[1,1'-biphenyl]-3-yl)ethan-1-amine COCC(N)C=1C=C(C=C(C1)C(COC)[N+](=O)[O-])C1=CC=CC=C1